C(C)(C)(C)OC(=O)N1CCN(CC1)C1=CC=2N(C=C1)C(=CN2)N2C(N(C(CC2)=O)CC2=CC=C(C=C2)OC)=O 4-(3-(3-(4-Methoxybenzyl)-2,4-dioxotetrahydropyrimidin-1(2H)-yl)imidazo[1,2-a]pyridin-7-yl)piperazine-1-carboxylic acid tert-butyl ester